C1(CC1)S(=O)(=O)NC(=O)C=1C=C2C3(C(NC2=CC1)=O)CCC(CC3)OC3=NC=C(C=C3Cl)Cl N-cyclopropylsulfonyl-cis-4-[(3,5-dichloro-2-pyridyl)oxy]-2'-oxo-spiro[cyclohexane-1,3'-indoline]-5'-carboxamide